N-dodecyl-2-(naphthalen-1-yl)acetamide C(CCCCCCCCCCC)NC(CC1=CC=CC2=CC=CC=C12)=O